1-ethyl-1-((R)-1-(3-(7-methoxyimidazo[1,2-a]pyridin-6-yl)phenyl)ethyl)-3-(6,6,6-trifluorohexan-3-yl)urea C(C)N(C(=O)NC(CC)CCC(F)(F)F)[C@H](C)C1=CC(=CC=C1)C=1C(=CC=2N(C1)C=CN2)OC